C(C)C(C(=O)OCCC[18F])(CC)NC(=O)C1=NC(=C(C=C1)N1CC(C1)OC)OC[C@@H]1[C@H](C1)CO 3-(18F)Fluoropropyl 2-ethyl-2-[[6-[[(1S,2S)-2-(hydroxymethyl)cyclopropyl]methoxy]-5-(3-methoxyazetidin-1-yl)pyridine-2-carbonyl]amino]butanoate